C(C1=CC=CC=C1)OC1=C2C(=C(N(C2=CC=C1)C1=CC=C(C=C1)F)C(CCO[Si](C)(C)C(C)(C)C)(C)C)I [3-[4-benzyloxy-1-(4-fluorophenyl)-3-iodo-indol-2-yl]-3-methyl-butoxy]-tert-butyl-dimethyl-silane